tri-n-decyl aconitate C(C=C(C(=O)OCCCCCCCCCC)CC(=O)OCCCCCCCCCC)(=O)OCCCCCCCCCC